(4-bromophenyl)-cyclopropyl-methanone BrC1=CC=C(C=C1)C(=O)C1CC1